[Br-].C(C)[P+](C1=CC=CC=C1)(C1=CC=CC=C1)C1=CC=CC=C1 ethyltriphenylphosphonium bromide salt